3,5-dinitro-4-methylaminopyrazole [N+](=O)([O-])C1=NNC(=C1NC)[N+](=O)[O-]